(1,3-dimethyl-1H-inden-2-yl)(2-(3,5-dimethylphenyl)-1H-inden-1-yl)dimethylsilane CC1C(=C(C2=CC=CC=C12)C)[Si](C)(C)C1C(=CC2=CC=CC=C12)C1=CC(=CC(=C1)C)C